FC(C(=O)O)(F)F.ClC1=CC=C(C[C@@H]2N(C[C@@H](OC2)CN2CCCCC2)C2CCN(CC2)C=2NC(=NN2)N)C=C1 5-(4-((2S,5S)-5-(4-chlorobenzyl)-2-(piperidin-1-ylmethyl)morpholino)piperidin-1-yl)-4H-1,2,4-triazol-3-amine 2,2,2-trifluoroacetate